FC(C)(F)C1=NC(=CC(=N1)NC1=CC(=NC=C1C=1SC=C(N1)CN1CCN(CC1)C)NC(C)=O)C N-(4-((2-(1,1-difluoroethyl)-6-methylpyrimidin-4-yl)amino)-5-(4-((4-methylpiperazin-1-yl)methyl)thiazol-2-yl)pyridin-2-yl)acetamide